3-(3,5-di-tert-butyl-4-hydroxyphenyl)hexadecanoic acid C(C)(C)(C)C=1C=C(C=C(C1O)C(C)(C)C)C(CC(=O)O)CCCCCCCCCCCCC